1-O-tert-Butyldiphenylsilyl-2-N-trifluoroacetyl-phytosphingosine [Si](C1=CC=CC=C1)(C1=CC=CC=C1)(C(C)(C)C)OC[C@H](NC(C(F)(F)F)=O)[C@H](O)[C@H](O)CCCCCCCCCCCCCC